chloro-6-(hydroxymethyl)pyridin-3-ol ClC1=NC(=CC=C1O)CO